[N+](=O)([O-])C1=C(C=CC=C1)[C@H]1[C@@H](CNC1)C(=O)O Trans-4-(2-nitro-phenyl)-pyrrolidine-3-carboxylic acid